NC=1C(NC(N(N1)C1=CC(=C(C(=C1)Cl)OC=1C=C2C(=CC(=NC2=CC1)C1(COC=C1)C)C)Cl)=O)=O 6-amino-2-(3,5-dichloro-4-((4-methyl-2-(3-methylfuran-3-yl)quinolin-6-yl)oxy)phenyl)-1,2,4-triazine-3,5(2H,4H)-dione